Methyl (1S,4E,6R)-1-hydroxy-6-{[(4-nitrophenoxy)carbonyl]oxy}-cyclooct-4-ene-1-carboxylate O[C@]1(CC\C=C\[C@@H](CC1)OC(=O)OC1=CC=C(C=C1)[N+](=O)[O-])C(=O)OC